COC1=C(C=CC=C1)/C=C/C(=O)O (E)-3-(methoxyphenyl)acrylic acid